N1=C(C=CC=C1)C1=CNC=CC1 1',4'-dihydro-2,3'-bipyridine